COC1=NC(=CC(=C1)C1=NOC(=N1)[C@H](C)NC(=O)C1=CC(=NN1C)C(F)(F)F)C (S)-N-(1-(3-(2-methoxy-6-methylpyridin-4-yl)-1,2,4-oxadiazol-5-yl)ethyl)-1-methyl-3-(trifluoromethyl)-1H-pyrazole-5-carboxamide